CN1N=CC(=C1C1=CC=C(C=N1)NC([C@H](C1CCC(CC1)C)NC(=O)C=1C(=NOC1)CC)=O)C N-((S)-2-((6-(1,4-dimethyl-1H-pyrazol-5-yl)pyridin-3-yl)amino)-1-((1r,4S)-4-methylcyclohexyl)-2-oxoethyl)-3-ethylisoxazole-4-carboxamide